bis(4-cyclohexylphenyl)-N-(9,9-dimethyl-9H-fluoren-2-yl)amine C1(CCCCC1)C1=CC=C(C=C1)N(C1=CC=2C(C3=CC=CC=C3C2C=C1)(C)C)C1=CC=C(C=C1)C1CCCCC1